FC(C(=O)O)(F)F.FC(C(=O)O)(F)F.CN1CCC2(CN(C2)C=2N=NC(=CN2)C2=C(C=C(C=C2)C2=NC=NS2)O)CC1 2-[3-(7-methyl-2,7-diazaspiro[3.5]non-2-yl)-1,2,4-triazin-6-yl]-5-(1,2,4-thiadiazol-5-yl)phenol bistrifluoroacetate salt